NC1=CC=CC(=N1)N1C=CC2=CC(=CC=C12)NC1=CC=C(C=C1)Cl 1-(6-Aminopyridin-2-yl)-N-(4-chlorophenyl)-1H-indol-5-amine